S(=O)(=O)(OCCCCCCCCCCCC)OCCCCCCCCCCCC lauryl (dodecyl) sulfate